N1=CC(=CC=C1)C1=CC=C(C(=O)O)C=C1 4-(pyridin-3-yl)benzoic acid